NC=1SC(=C(N1)C(F)(F)F)C=O 2-AMINO-5-FORMYL-4-(TRIFLUOROMETHYL)THIAZOLE